carbon triacontanol C(CCCCCCCCCCCCCCCCCCCCCCCCCCCCC)O.[C]